CC(C=O)(C)C=1C=C(C=CC1)S(=O)(=O)N1CCC(CC1)NC(OC(C)(C)C)=O tert-Butyl (1-((3-(2-methyl-1-oxopropan-2-yl)phenyl)sulfonyl)piperidin-4-yl)carbamate